tert-butyl 3-methyl-3,5,6,8-tetrahydro-7H-imidazo[4,5-f][1,4]oxazepine-7-carboxylate CN1C=NC=2CN(CCOC21)C(=O)OC(C)(C)C